C(C1=CC=CC=C1)OC=1C=C(C=CC1OC)NC(=O)N[C@@H](CO)C1=CC=CC=C1 1-(3-benzyloxy-4-methoxy-phenyl)-3-[(1R)-2-hydroxy-1-phenyl-ethyl]urea